CC=1C=CC=NC1N1CC=2C=C(C=NC2CC1)C1=CN=C(S1)C 5-methyl-6-[3-(2-methylthiazol-5-yl)-7,8-dihydro-5H-1,6-naphthyridin-6-yl]pyridine